octylphenanthrene CCCCCCCCC1=C2C=CC3=CC=CC=C3C2=CC=C1